(S)-N-(phenyl(piperidin-4-yl)methyl)-4-(trifluoromethoxy)benzenesulfonamide C1(=CC=CC=C1)[C@@H](NS(=O)(=O)C1=CC=C(C=C1)OC(F)(F)F)C1CCNCC1